N1N=NC2=C1C(=CC=C2)C(=O)O benzo[d][1,2,3]triazole-7-carboxylic acid